4-((6-(2-hydroxy-6-methyl-4-(trifluoromethyl)phenyl)-2H-pyrazolo[3,4-b]pyridin-2-yl)methyl)-1-methylpyrrolidin-2-one OC1=C(C(=CC(=C1)C(F)(F)F)C)C=1C=CC=2C(N1)=NN(C2)CC2CC(N(C2)C)=O